COC=1C=C(C(=O)N\N=C(\C)/C=2C=NC=CC2)C=C(C1OC)OC (Z)-3,4,5-trimethoxy-N'-(1-(pyridin-3-yl)ethylidene)benzohydrazide